(E)-N-(5-(3-(1-((5-cyclopropyl-1H-pyrazol-3-yl)amino)-1-oxopropan-2-yl)phenyl)pyridin-2-yl)-4-(piperidin-1-yl)but-2-enamide C1(CC1)C1=CC(=NN1)NC(C(C)C=1C=C(C=CC1)C=1C=CC(=NC1)NC(\C=C\CN1CCCCC1)=O)=O